3-(4-(7-((1-aminopiperidin-4-yl)methyl)-2,7-diazaspiro[3.5]non-2-yl)-3-fluorophenyl)piperidine-2,6-dione NN1CCC(CC1)CN1CCC2(CN(C2)C2=C(C=C(C=C2)C2C(NC(CC2)=O)=O)F)CC1